INC([O-])=O Iodocarbamat